COC=1C=C2CCN(CC2=CC1OC)C(=O)C1=CC=2C3=C(N(C2C2=C1C=CC=C2)C)N=CC=C3 (6,7-dimethoxy-3,4-dihydroisoquinolin-2(1H)-yl)(11-methyl-11H-benzo[g]pyrido[2,3-b]indol-5-yl)methanone